C(=O)(O)CCCCCCCCCCCCCCCCC(=O)O e-(17-carboxyheptadecanoic acid)